C(C)(=O)N1CCC(CC1)NC=1C=2N(N=CC1C(=NC1=C(C=C(C=C1)O)CC)N)C=C(C2)C=2C=NC(=CC2C)OC 4-[(1-acetyl-4-piperidyl)amino]-N'-(2-ethyl-4-hydroxy-phenyl)-6-(6-methoxy-4-methyl-3-pyridyl)pyrrolo[1,2-b]pyridazine-3-carboxamidine